F[B-](F)(F)F.C1(=CC=CC=C1)[N+]#N phenyl-diazonium tetrafluoroborate